ClCCC1=CC=C(C=C1)O 4-(2-chloroethyl)phenol